OC1CCN(CC1)C(C(=O)O)C 2-(4-hydroxypiperidin-1-yl)propionic acid